1-(4-((4-((3'-(dimethylamino)-4'-fluoro-4-methoxy-[1,1'-biphenyl]-3-yl)amino)-7-methoxy-quinazolin-6-yl)oxy)piperidin-1-yl)prop-2-en-1-one CN(C=1C=C(C=CC1F)C1=CC(=C(C=C1)OC)NC1=NC=NC2=CC(=C(C=C12)OC1CCN(CC1)C(C=C)=O)OC)C